N-(3-(2'-chloro-7'-oxo-5'H-spiro[cyclopropane-1,8'-pyrido[4,3-d]pyrimidin]-6'(7'H)-yl)-4-methylphenyl)-N-methyl-3-(trifluoromethyl)benzamide ClC=1N=CC2=C(N1)C1(C(N(C2)C=2C=C(C=CC2C)N(C(C2=CC(=CC=C2)C(F)(F)F)=O)C)=O)CC1